1-(4-isopropylphenyl)-2-hydroxy-2-methyl-propan-1-one C(C)(C)C1=CC=C(C=C1)C(C(C)(C)O)=O